thiocyanuric acid N1C(=S)NC(=O)NC1=O